3-(4-((8-mercaptooctyl)thio)-1-oxo-isoindolin-2-yl)piperidine-2,6-dione SCCCCCCCCSC1=C2CN(C(C2=CC=C1)=O)C1C(NC(CC1)=O)=O